2-(2,6-dioxopiperidin-3-yl)-4-((7-(piperidin-1-yl)heptyl)thio)isoindoline-1,3-dione O=C1NC(CCC1N1C(C2=CC=CC(=C2C1=O)SCCCCCCCN1CCCCC1)=O)=O